C(C)(=O)C=1C=C2C(C(N(C2=CC1C(=O)OCC)C1CC1)=O)(C)COC ethyl 5-acetyl-1-cyclopropyl-3-(methoxymethyl)-3-methyl-2-oxo-indoline-6-carboxylate